C(C)(C)(CCC)OO[SiH3] (t-hexylperoxy)silane